4-(azidomethyl)-2-(4-(difluoromethoxy)-3-isobutoxyphenyl)oxazole N(=[N+]=[N-])CC=1N=C(OC1)C1=CC(=C(C=C1)OC(F)F)OCC(C)C